(S)-5-(8-(3,3-difluoro-4-((1-(2,2,2-trifluoroethyl)-1H-indazol-6-yl)oxy)pyrrolidin-1-yl)imidazo[1,2-b]pyridazin-6-yl)pyrimidine-2,4(1H,3H)-dione FC1(CN(C[C@@H]1OC1=CC=C2C=NN(C2=C1)CC(F)(F)F)C=1C=2N(N=C(C1)C=1C(NC(NC1)=O)=O)C=CN2)F